4-bromo-2-isopropoxy-5-methoxy-benzaldehyde BrC1=CC(=C(C=O)C=C1OC)OC(C)C